6-bromo-5-hydroxy-7-[(methoxymethyl)oxy]2-phenyl-4H-chromen-4-one BrC=1C(=C2C(C=C(OC2=CC1OCOC)C1=CC=CC=C1)=O)O